C(C)(=O)OC1=CC=C(C=C)C=C1 p-acetoxystyrene